1,2,3,5-tetraphenyl-2,5-dihydro-1H-pyrrole-2-carboxylic acid isobutyl ester C(C(C)C)OC(=O)C1(N(C(C=C1C1=CC=CC=C1)C1=CC=CC=C1)C1=CC=CC=C1)C1=CC=CC=C1